FC(C(C(CCCCCCC)(F)F)(F)F)F 1,1,2,2,3,3-hexafluorodecane